C(C=C)(=O)NCCNC(C=C)=O N,N'-diacryloylethylenediamine